The molecule is an organophosphate oxoanion arising from deprotonation of both free diphosphate OH groups of CDP-2,3-bis-(O-phytanyl)-sn-glycerol. It is a conjugate base of a CDP-2,3-bis-(O-phytanyl)-sn-glycerol. C[C@H](CCC[C@H](C)CCCC(C)C)CCC[C@@H](C)CCOC[C@@H](COP(=O)([O-])OP(=O)([O-])OC[C@@H]1[C@H]([C@H]([C@@H](O1)N2C=CC(=NC2=O)N)O)O)OCC[C@H](C)CCC[C@H](C)CCC[C@H](C)CCCC(C)C